IC=1C=CC=2CC3=CC=C(C=C3C2C1)I 3,6-diiodo-9H-fluorene